COC(=O)C1=CC=C2CCN(C2=C1)CC1=CN=C2N1C=CN=C2 1-(imidazo[1,2-a]pyrazin-3-ylmethyl)indoline-6-carboxylic acid methyl ester